C(C1=CC=CC=C1)(=O)OCCN1C=C(C(=CC1=O)O)C(=O)OC Methyl 1-(2-(benzoyloxy) ethyl)-4-hydroxy-6-oxo-1,6-dihydropyridine-3-carboxylate